N-(2-(difluoromethoxy)-6-methylpyridin-3-yl)-3-(2-(dimethylamino)-2-oxoethyl)-1-(2-isopropylphenyl)cyclobutane-1-carboxamide FC(OC1=NC(=CC=C1NC(=O)C1(CC(C1)CC(=O)N(C)C)C1=C(C=CC=C1)C(C)C)C)F